COCCN(C1CN(C1)C(=O)OC(C)(C)C)C tert-butyl 3-((2-methoxyethyl) (methyl) amino)azetidine-1-carboxylate